BrC=1C=CC(=NC1)C(C)(C)OCC=O 2-((2-(5-bromopyridin-2-yl)propan-2-yl)oxy)ethanone